2-amino-5-(4-aminophenyl)-pyrimidine NC1=NC=C(C=N1)C1=CC=C(C=C1)N